Di-tert-butyldicarbonat C(C)(C)(C)OC(=O)OC(=O)OC(C)(C)C